ClC1=NN(C2=CC=C(C=C12)COC1=CC=C2C=C(COC2=C1)CN1CCC(CCC1)C(=O)O)C(C)C 1-[7-(3-chloro-1-isopropyl-1H-indazol-5-ylmethoxy)-2H-chromen-3-ylmethyl]-azepane-4-carboxylic acid